(E)-4-(1-(p-tolylsulfinyl)-2-tosylvinyl)-1,1'-biphenyl C1(=CC=C(C=C1)S(=O)\C(=C\S(=O)(=O)C1=CC=C(C)C=C1)\C1=CC=C(C=C1)C1=CC=CC=C1)C